1-ethyl-diazabicyclo[2.2.2]octane C(C)C12NNC(CC1)CC2